C1(=CC=CC=C1)P(C1=C(C=CC=C1)C1=C(C(=CC=2NC3=CC=C4C(C3=NC12)=C1C=CC=CC1=N4)C)C)(C4=C(C(=CC=1NC2=CC=C3C(C2=NC41)=C4C=CC=CC4=N3)C)C)=O (phenyl)(dimethylindolophenazinyl)[(dimethylindolophenazinyl)phenyl]phosphine oxide